5-methyl-1,2,3,4-tetrahydronaphthalene CC1=C2CCCCC2=CC=C1